Dibenzyl diisopropyl-phosphoramidite C(C)(C)N(P(OCC1=CC=CC=C1)OCC1=CC=CC=C1)C(C)C